N2-(7-fluoro-1H-indazol-4-yl)-N4-methyl-5-(trifluoromethyl)pyrimidine-2,4-diamine FC=1C=CC(=C2C=NNC12)NC1=NC=C(C(=N1)NC)C(F)(F)F